NC=1C=C(O[C@H](CNC(OC(C)(C)C)=O)C)C=C(C1)F tert-butyl (S)-(2-(3-amino-5-fluorophenoxy)propyl)carbamate